S(=O)(=O)([O-])[O-].C(CCCCCCCCC)[NH+](CCCCCCCCCC)CCCCCCCCCC.C(CCCCCCCCC)[NH+](CCCCCCCCCC)CCCCCCCCCC tri-n-decylammonium sulphate